C(C)(C)(C)C=1OC2=C(N1)C=CC=C2 2-tert-butylbenzooxazole